O-(o-tolyl) chloromethanethioate ClC(OC1=C(C=CC=C1)C)=S